C(C=C)(=O)O.C(C=C)(=O)O.C(C=C)(=O)O.C(C1CO1)OC(=O)O glycidoxycarboxylic acid triacrylate